6,7-bis-(2-methoxyethoxy)-3H-4-quinazolinone COCCOC=1C=C2C(NC=NC2=CC1OCCOC)=O